(S)-N-(6-(5-cyclopropyl-1,2,4-oxadiazol-3-yl)-2,3-dihydrobenzofuran-3-yl)-1-methyl-1H-pyrazole-5-carboxamide C1(CC1)C1=NC(=NO1)C1=CC2=C([C@@H](CO2)NC(=O)C2=CC=NN2C)C=C1